NC1=C(C=CC=C1)NC(CCCOC=1C=C(C=C2C(=NC=NC12)C)C=1C=NC(=CC1)OC)=O N-(2-aminophenyl)-4-((6-(6-methoxypyridin-3-yl)-4-methylquinazolin-8-yl)oxy)butanamide